bicyclo[6.1.0]non-4-yn-9-ylmethyl (4-(cyanoethynyl)phenyl)carbamate C(#N)C#CC1=CC=C(C=C1)NC(OCC1C2CCC#CCCC12)=O